C(C1=CC=CC=C1)OC=1N=CC(=NC1)C1CN(CCC1(F)F)C(C(=O)NC1=NC=C(C=C1)OCC1CC1)C 2-(3-(5-(benzyloxy)pyrazin-2-yl)-4,4-difluoropiperidin-1-yl)-N-(5-(cyclopropylmethoxy)pyridin-2-yl)propanamide